FS(C=1C=C(C=CC1)C(C)NC=1C=2C(N=CN1)=CC(NC2)=O)(F)(F)(F)F 4-((1-(3-(pentafluoro-λ6-sulfanyl)phenyl)ethyl)amino)pyrido[4,3-d]pyrimidin-7(6H)-one